(6R)-2-((2R)-1-((1-(5-cyclopropyl-1,3,4-oxadiazol-2-yl)ethyl)amino)propan-2-yl)-5-(3,4-dichlorobenzoyl)-6-methyl-4,5,6,7-tetrahydro-2H-pyrazolo[4,3-c]pyridine-3-carboxylic acid C1(CC1)C1=NN=C(O1)C(C)NC[C@@H](C)N1N=C2C(CN([C@@H](C2)C)C(C2=CC(=C(C=C2)Cl)Cl)=O)=C1C(=O)O